FC1(CN(CCC1NC1=CC=CC2=C1SC(=C2CC(F)(F)F)I)C)F 3,3-difluoro-N-(2-iodo-3-(2,2,2-trifluoroethyl)benzo[b]thiophen-7-yl)-1-methylpiperidin-4-amine